NC1=NC=CC2=C1N=C(N=C2)C=2C=C(C=CC2)C#C[C@]2(C(N(CC2)C)=O)O (R)-3-[2-[3-(8-Aminopyrido[3,4-d]pyrimidin-2-yl)phenyl]ethynyl]-3-hydroxy-1-methyl-pyrrolidin-2-one